CN1N=CN=C1C1=CC=C(C=C1)C1=NNC2=NC=C(C=C21)C=2C=CC1=C(CC[C@](CC1)(N1[C@@H](CCC1)C)C)C2 1-Methyl-5-(4-{5-[(7S)-7-methyl-7-[(2R)-2-methylpyrrolidin-1-yl]-6,7,8,9-tetrahydro-5H-benzo[7]annulen-2-yl]-1H-pyrazolo[3,4-b]pyridin-3-yl}phenyl)-1H-1,2,4-triazole